(rac)-2,2,2-Trifluoro-1-(4-((3-methylpyridin-4-yl)methyl)-1H-imidazol-2-yl)ethanol FC([C@H](O)C=1NC=C(N1)CC1=C(C=NC=C1)C)(F)F |r|